C1=CC=CC=2C3=CC=CC=C3C(C12)COC(=O)N[C@H](C(=O)OCC=C)CCCCN=[N+]=[N-] (S)-allyl 2-((((9H-fluoren-9-yl)methoxy)carbonyl)amino)-6-azidohexanoate